C(C1=CC=CC=C1)OCC(NC(=O)OC(C)(C)C)C1=NC=2N(C(N(C(C2N1C)=O)CC=1N(C2=CC=CC(=C2C1)Cl)C(=O)OC(C)(C)C)=O)C tert-Butyl 2-[[8-[2-benzyloxy-1-(tert-butoxycarbonylamino)ethyl]-3,7-dimethyl-2,6-dioxo-purin-1-yl]methyl]-4-chloro-indole-1-carboxylate